2'-oxo-1',2',4,6-tetrahydro-1H-spiro[cyclopenta[b]pyrrole-5,3'-pyrrolo[2,3-b]pyridine]-2-carboxamide O=C1C2(C=3C(=NC=CC3)N1)CC1=C(NC(=C1)C(=O)N)C2